Bicyclo[2.1.1]hexane C12CCC(C1)C2